1-(2-chloro-5-methoxy-pyrimidin-4-yl)-1H-indole-3-carboxylic acid amide ClC1=NC=C(C(=N1)N1C=C(C2=CC=CC=C12)C(=O)N)OC